COC(/C=C/C1=CC(=NC=C1)N1CCN(CC1)C(=O)OC(C)(C)C)=O tert-butyl (E)-4-(4-(3-methoxy-3-oxoprop-1-en-1-yl)pyridin-2-yl)piperazine-1-carboxylate